(2S)-2-(4,4-difluoro-3-(6-(hydroxymethyl)-5-oxo-4,5-dihydropyrazin-2-yl)piperidin-1-yl)-N-(2,2-difluoro-[1,3]dioxolo[4',5':4,5]benzo[1,2-d]thiazol-6-yl)propanamide FC1(C(CN(CC1)[C@H](C(=O)NC=1SC2=C(N1)C=C1C(=C2)OC(O1)(F)F)C)C=1N=C(C(NC1)=O)CO)F